C(C1=CC=CC=C1)N1N=NC(=C1)CNC(=O)C1=C(N=C(S1)C)C(F)(F)F N-((1-benzyl-1H-1,2,3-triazol-4-yl)methyl)-2-methyl-4-(trifluoromethyl)thiazole-5-carboxamide